CC1(CC1)C1=CC(=NC=C1)C1=CC=2C(=CN=C(C2)CC2(CC2)C(=O)O)N1 1-[[2-[4-(1-methylcyclopropyl)-2-pyridyl]-1H-pyrrolo[2,3-c]pyridin-5-yl]methyl]cyclopropanecarboxylic acid